3-(N-Methylacetamido)picolinic acid ethyl ester C(C)OC(C1=NC=CC=C1N(C(C)=O)C)=O